C(CCCCC)N([C@@H](CCC(NCCC1CCN(CC1)CC1=CC=CC=C1)=O)C(=O)OC1C(CC1)C1N2C(C3=CC(=CC=C13)F)=CN=C2)C(=O)C=2N=C(OC2)C 2-(8-fluoro-5H-imidazo[5,1-a]isoindol-5-yl)cyclobutan-1-ol n-Hexyl-N5-(2-(1-benzylpiperidin-4-yl)ethyl)-N2-(2-methyloxazole-4-carbonyl)-L-glutaminate